N-(3,5-dimethyl-4,5-dihydro-3H-[1,2,3]triazolo[4,5-c][1,7]naphthyridin-6-yl)cyclopropanecarboxamide CN1N=NC2=C1CN(C=1C(=NC=CC21)NC(=O)C2CC2)C